[Fe].[Mn].[Co].[Cu] copper cobalt manganese iron